N-{[4-(benzenesulfonyl)phenyl]methyl}thieno[2,3-c]pyridine C1(=CC=CC=C1)S(=O)(=O)C1=CC=C(C=C1)CN1C=C2C(C=C1)=CCS2